1-(4-(4-((5-chloro-4-(propylamino)-7H-pyrrolo[2,3-d]pyrimidin-2-yl)amino)-3-methoxyphenyl)-4-oxido-1,4-azaphosphinan-1-yl)ethan-1-one ClC1=CNC=2N=C(N=C(C21)NCCC)NC2=C(C=C(C=C2)P2(CCN(CC2)C(C)=O)=O)OC